O1CCN(CC1)C(C(N)C1=CC=CC=C1)C1=NC=CC=C1 2-morpholino-1-phenyl-2-(pyridin-2-yl)ethan-1-amine